di-tert-butyl ((butane-1,4-diylbis(azanediyl))bis(2-methylpropane-3,1-diyl))dicarbamate C(CCCNCC(CNC(OC(C)(C)C)=O)C)NCC(CNC(OC(C)(C)C)=O)C